FC1(CCC(CC1)C=1N(C(N2N(C1)C(=CC(=C2)C)C(C)NC2=C(C(=O)O)C=CC=C2)=O)C)F ((1-(3-(4,4-difluorocyclohexyl)-2,8-dimethyl-1-oxo-1,2-dihydropyridazino[1,2-a][1,2,4]triazin-6-yl)ethyl)amino)benzoic acid